P(=O)(=O)[Ni] phosphonickel